(6-(3-(1,1-Difluoroethyl)phenyl)pyrazin-2-yl)methanamine FC(C)(F)C=1C=C(C=CC1)C1=CN=CC(=N1)CN